(S)-N-(2-(furo[3,2-c]pyridin-4-yl)propan-2-yl)-2-(1-methylpiperidin-2-yl)acetamide O1C=CC=2C(=NC=CC21)C(C)(C)NC(C[C@H]2N(CCCC2)C)=O